COC(CCC(C(C1=CC=C(C=C1)C)=O)OC1=C(C=CC=C1)I)=O 4-(2-iodophenoxy)-5-oxo-5-(p-tolyl)pentanoic acid methyl ester